1-(2-((tert-butyldimethylsilyl)oxy)ethyl)-4-hydroxy-6-methylpyridin-2(1H)-one [Si](C)(C)(C(C)(C)C)OCCN1C(C=C(C=C1C)O)=O